ClC1=C(C=CC=C1)C1=C(C(=CC=C1)C1=CC=C2C(=N1)N(C=C2CNC[C@H]2NC(CC2)=O)C)Cl 2,2'-dichloro-3'-(1-methyl-3-(((((S)-5-oxopyrrolidin-2-yl)methyl)amino)methyl)-1H-pyrrolo[2,3-b]pyridin-6-yl)-[1,1'-biphenyl]